FC1=C(N=CC2=C1N=C(N=C2NC[C@@H]2NS(CC2)(=O)=O)OCC21CCCN1CCC2)C2=CC=CC1=CC=CC(=C21)F (R)-3-(((8-fluoro-7-(8-fluoronaphthalen-1-yl)-2-((tetrahydro-1H-pyrrolizin-7a(5H)-yl)methoxy)pyrido[4,3-d]pyrimidin-4-yl)amino)methyl)isothiazolidine 1,1-dioxide